(cis)-azobenzene N(=NC1=CC=CC=C1)C1=CC=CC=C1